CC=1C(C(CC(C1)=O)(C)C)=O 2,6,6-trimethylcyclohex-2-ene-1,4-dione